C(#N)C1=CC=C(C=C1)C(C)(C)NC(OC(C)(C)C)=O tert-Butyl (2-(4-cyanophenyl)propan-2-yl)carbamate